ClC1=C(NC2=CC=C(C(=C12)Cl)F)C(=O)N1CCN(CC1)C(=O)[C@@H]1N(CC(C1)(F)F)C (R)-(3,4-dichloro-5-fluoro-1H-indol-2-yl)(4-(4,4-difluoro-1-methylpyrrolidine-2-carbonyl)piperazin-1-yl)methanone